NC1=NC=CC=C1C1=NC=2C(=NC(=CC2F)N2N=CC=C2)N1C=1C=C2CC[C@@H](C2=CC1)NC(C1=CC(=C(C=C1)OCC1=CC=CC=C1)C1OCCO1)=O N-[(1S)-5-[2-(2-aminopyridin-3-yl)-7-fluoro-5-(pyrazol-1-yl)imidazo[4,5-b]pyridin-3-yl]-2,3-dihydro-1H-inden-1-yl]-4-(benzyloxy)-3-(1,3-dioxolan-2-yl)benzamide